OCCSSCCO bis(2-Hydroxyethyl)disulfide